C(C)(=O)N1CC(=CCC1)C1=C(N(C=2N=CN=C(C21)N)C)C2=CC=C(C=C2)NC(C(=C)C)=O N-(4-(5-(1-acetyl-1,2,5,6-tetrahydropyridin-3-yl)-4-amino-7-methyl-7H-pyrrolo[2,3-d]pyrimidin-6-yl)phenyl)methacrylamide